6-benzyl-8-cyclopentyl-2-(5-pyrrolidin-1-yl-pyridin-2-ylamino)-8H-pyrido[2,3-d]Pyrimidin-7-one C(C1=CC=CC=C1)C1=CC2=C(N=C(N=C2)NC2=NC=C(C=C2)N2CCCC2)N(C1=O)C1CCCC1